NC1=C2N=CN(C2=NC(=N1)Cl)C1CCC(CC1)C(=O)NC=1SC=C(N1)C 4-(6-amino-2-chloro-9H-purin-9-yl)-N-(4-methyl-1,3-thiazol-2-yl)cyclohexanecarboxamide